methyl (2S)-2-[[(2S)-2-(tert-butoxycarbonylamino)-3,3-dimethyl-butanoyl]amino]-3-(1-fluorocyclopropyl)propanoate C(C)(C)(C)OC(=O)N[C@H](C(=O)N[C@H](C(=O)OC)CC1(CC1)F)C(C)(C)C